C(CC)(=O)OC1=C2C=CNC2=CC=C1 1H-indol-4-yl propionate